5-chloro-1-(1-methyl-1H-pyrazol-4-yl)-6-(2-(oxetan-3-yl)-2-azaspiro[3.3]heptan-6-yl)-1H-indazole ClC=1C=C2C=NN(C2=CC1C1CC2(CN(C2)C2COC2)C1)C=1C=NN(C1)C